CSC=1C=NC(=NC1)C1(CC(CC1)N)N 3-(5-(methylthio)pyrimidin-2-yl)cyclopentane-1,3-diamine